tert-butyl 2-(2-(2-isopropylphenyl)-4-((5,6,7,8-tetrahydronaphthalen-2-yl) methyl) piperazin-1-yl)-7-azaspiro[3.5]nonane-7-carboxylate C(C)(C)C1=C(C=CC=C1)C1N(CCN(C1)CC1=CC=2CCCCC2C=C1)C1CC2(C1)CCN(CC2)C(=O)OC(C)(C)C